O=C1N(CCC(N1)=O)C=1C(=C2C=CN(C2=CC1)C1CCN(CC1)C(=O)OC(C)(C)C)F tert-Butyl 4-(5-(2,4-dioxotetrahydropyrimidin-1(2H)-yl)-4-fluoro-1H-indol-1-yl)piperidine-1-carboxylate